Cl.N[C@H]1CN(CCCC1)C1=NN(C(C2=CC=CC=C12)=O)C1=C(C=C(C=C1)F)F (R)-4-(3-Aminoazepan-1-yl)-2-(2,4-difluorophenyl)phthalazin-1(2H)-one-hydrochloride